COC(=O)C1(CC2=C(C(=CC(=C2C1)C)C1=CC=CC=C1)C)C(=O)OC 4,7-dimethyl-6-phenyl-1,3-dihydro-2H-indene-2,2-dicarboxylic acid dimethyl ester